CC(C=O)CC1=CC=CC=C1 2-methyl-3-phenyl-1-propanal